C=C(C=O)CC 2-Methylenebutanal